S1C(=NC2=C1CCCC2)CN (4,5,6,7-tetrahydrobenzo[d]thiazole-2-yl)methaneamine